[Na+].OC(CN1CCN(CCN(CCN(CC1)CC(=O)[O-])CC(=O)[O-])CC(=O)[O-])C.[Na+].[Na+] 10-(2-hydroxypropyl)-1,4,7,10-tetraazacyclododecane-1,4,7-triacetic acid sodium salt